([1,2,4]triazolo[4,3-a]pyrazin-8-yl)-N-(4-fluorobenzyl)-N-(pyridin-2-ylmethyl)methylamine N=1N=CN2C1C(=NC=C2)CN(CC2=NC=CC=C2)CC2=CC=C(C=C2)F